FC(C1=CC=C(C=C1)S(S(=O)(=O)C1=CC=C(C=C1)C(F)(F)F)(=O)=O)(F)F bis(4-trifluoromethylphenyl) disulfone